5-(1-fluoro-3-hydroxy-7-{[(2-methylpropyl)amino]methyl}-5,6,7,8-tetrahydronaphthalen-2-yl)-1λ6,2,5-thiadiazolidine-1,1,3-trione FC1=C(C(=CC=2CCC(CC12)CNCC(C)C)O)N1CC(NS1(=O)=O)=O